2'-chloro-6-cyano-N-(6-cyclopropylimidazo[2,1-b][1,3,4]thiadiazol-2-yl)-5'-methoxy-[4,4'-bipyridine]-3-carboxamide ClC1=NC=C(C(=C1)C1=C(C=NC(=C1)C#N)C(=O)NC1=NN2C(S1)=NC(=C2)C2CC2)OC